1-(4-(6-chloro-2-(1-cyclobutyl-piperidin-4-ylamino)-8-fluoro-7-(5-methyl-1H-indazol-4-yl)quinazolin-4-yl)piperazin-1-yl)prop-2-en-1-one ClC=1C=C2C(=NC(=NC2=C(C1C1=C2C=NNC2=CC=C1C)F)NC1CCN(CC1)C1CCC1)N1CCN(CC1)C(C=C)=O